4-[2-(3-ethoxyphenylamino)-1-hydroxyethyl]-1,3-dihydroimidazole-2-thione C(C)OC=1C=C(C=CC1)NCC(O)C=1NC(NC1)=S